methyl 2,3-diaminopropionate NC(C(=O)OC)CN